C(CCCCCC)(=O)OCC=C Heptanoic acid, 2-propen-1-yl ester